C(C)(=O)NCCNCC1=C(C=C(C(=C1)Cl)OCC1=C(C(=CC=C1)C1=CC=CC=C1)Br)OCC#C N-(acetamidoethyl)-2-propargyloxy-4-(2-bromo-3-phenylbenzyloxy)-5-chlorobenzylamine